ON=C1C2=CC(=CC=C2C=2C=CC(=CC12)S(=O)(=O)NCCCCCCCCCCCCCCCCCC)S(=O)(=O)NCCCCCCCCCCCCCCCCCC 9-(hydroxyimino)-N2,N7-dioctadecyl-9H-fluorene-2,7-disulfonamide